O1COC2=C1C=CC(=C2)CC(C)N(C(OC(C)(C)C)=O)C tert-butyl N-[2-(1,3-benzodioxol-5-yl)-1-methyl-ethyl]-N-methyl-carbamate